FC(C=1C(=NC(=NC1)N[C@@H]1CN(CCC1)C(=O)OC(C)(C)C)C1=CNC2=CC(=CC=C12)C=1N(N=CC1)COCC[Si](C)(C)C)(F)F tert-butyl (3S)-3-[[5-(trifluoromethyl)-4-[6-[2-(2-trimethyl silylethoxymethyl) pyrazol-3-yl]-1H-indol-3-yl]pyrimidin-2-yl]amino]piperidine-1-carboxylate